ClC1=CC(=C2C[C@@H]([C@H](C2=C1)OC1=C(C=CC=C1)C)N(C)C)F 4-[[(1S,2S)-6-Chloro-2-(dimethyl-amino)-4-fluoro-2,3-dihydro-1H-inden-1-yl]oxy]-3-methylbenzene